O1COCC2(C1)CNC(C=1N(C2)C=CC1)=O 2,3-dihydro-1H,5H-spiro[pyrrolo[1,2-a][1,4]diazepine-4,5'-[1,3]dioxan]-1-one